4-2-ethoxyxylylene diisocyanate CCOC=1C=C(C(=CC1)CN=C=O)CN=C=O